4-((S)-2-((tert-butoxycarbonyl)amino)-3-(methoxy(methyl)amino)-3-oxopropyl)-2,2-dimethyl-5-oxopyrrolidine-1-carboxylic acid tert-butyl ester C(C)(C)(C)OC(=O)N1C(CC(C1=O)C[C@@H](C(=O)N(C)OC)NC(=O)OC(C)(C)C)(C)C